N,N-diethylphenylamine C(C)N(CC)C1=CC=CC=C1